1-(4-(5-(chlorodifluoromethyl)-1,2,4-oxadiazol-3-yl)phenyl)-2-(thiazol-4-ylmethoxy)ethan-1-one ClC(C1=NC(=NO1)C1=CC=C(C=C1)C(COCC=1N=CSC1)=O)(F)F